OC=1C=C(C=C(C1)OC1=CC=CC=C1)CO 3-hydroxy-5-phenoxybenzenemethanol